N,N'-bis(3-aminopropyl)-1,3-diaminopropane NCCCNCCCNCCCN